BrC=1C=CC2=C(N=C(N=[N+]2[O-])NCCC(=O)OC(C)C)C1 6-bromo-3-((3-isopropoxy-3-oxopropyl)amino)benzo[e][1,2,4]Triazine-1-oxide